C(#N)C=1C(=NC(=C(C1CC)C#N)N1C[C@H](CC1)O)SC(C(=O)N)C=1C=NC=CC1 2-((3,5-dicyano-4-ethyl-6-((S)-3-hydroxypyrrolidin-1-yl)pyridin-2-yl)thio)-2-(pyridin-3-yl)acetamide